OCC1OCCCO1 2-hydroxymethyl-1,3-dioxan